FC1(CC(C1)(O)C1=CC=2C(=NC(=CC2)C=2C=NC=3N(C2)C=C(N3)C)S1)F 3,3-difluoro-1-(6-(2-methylimidazo[1,2-a]pyrimidin-6-yl)thieno[2,3-b]pyridin-2-yl)cyclobutanol